Decamethylferrocenium CC=1C(=C([C-](C1)C)C)C.C1(C(=C(C(=C1C)C)C)C)(C)C.[Fe+2]